CC(C#N)(C)C1=NC=C(C=C1)NCC#CC=1N(C2=CC=CC(=C2C1)NC1CCC(CC1)O)CC(F)(F)F 2-methyl-2-(5-{[3-(4-{[(1r,4r)-4-hydroxycyclohexyl]amino}-1-(2,2,2-trifluoroethyl)-1H-indol-2-yl)prop-2-yn-1-yl]amino}pyridin-2-yl)propanenitrile